3-(3-(difluoromethyl)-4-fluorophenyl)-1-(3-methoxybicyclo[1.1.1]pentan-1-yl)-1-((5-(trifluoromethyl)-1H-pyrazol-3-yl)methyl)urea FC(C=1C=C(C=CC1F)NC(N(CC1=NNC(=C1)C(F)(F)F)C12CC(C1)(C2)OC)=O)F